2-(((6-(piperidin-4-yl)pyridin-2-yl)oxy)methyl)pyrazolo[1,5-a]Pyridine N1CCC(CC1)C1=CC=CC(=N1)OCC1=NN2C(C=CC=C2)=C1